(2-Chloroethyl)trimethoxysilan ClCC[Si](OC)(OC)OC